6-(8-chloroquinolin-6-yl)-N2-(2-(diethylamino)ethyl)-5-(1-methyl-1H-pyrazol-3-yl)pyrazine ClC=1C=C(C=C2C=CC=NC12)C1=C(N=CC=N1)C1N(N(C=C1)C)CCN(CC)CC